8-(1,3-dimethyl-1H-pyrazol-5-yl)-N-((5-fluoro-2,3-dihydrobenzofuran-4-yl)methyl)-2-methoxy-1,6-naphthyridin-5-amine CN1N=C(C=C1C1=CN=C(C=2C=CC(=NC12)OC)NCC1=C(C=CC2=C1CCO2)F)C